FC([C@@H](C)NC1=NC(=NC(=N1)N[C@@H](C(F)(F)F)C)C#CC(CO)(C)C)(F)F 4-(4,6-bis(((R)-1,1,1-trifluoropropan-2-yl)amino)-1,3,5-triazin-2-yl)-2,2-diMethylbut-3-yn-1-ol